1-benzhydryl-2-methyl-3-(methylsulfonylmethyl)azetidine C(C1=CC=CC=C1)(C1=CC=CC=C1)N1C(C(C1)CS(=O)(=O)C)C